NC1CCCC(=O)O1 5-Amino-δ-valerolactone